FC(C(=O)O)(F)F.N1CCC(CC1)N1C(NC2=C1C(=CC=C2)C(F)(F)F)=O (piperidin-4-yl)-7-(trifluoromethyl)-1H-benzo[d]Imidazol-2(3H)-one 2,2,2-trifluoroacetate